C(C1=CC=CC=C1)N1N=C(N=C1)C(=O)NC1C(N(C=2N(CC1)N=C(C2)OC(C)C)C)=O 1-benzyl-N-(2-isopropoxy-4-methyl-5-oxo-5,6,7,8-tetrahydro-4H-pyrazolo[1,5-a][1,3]diazepin-6-yl)-1H-1,2,4-triazole-3-carboxamide